N-[4-[2-oxo-6-[2-(trifluoromethyl)phenyl]-1H-pyridin-4-yl]-2-pyridinyl]carbamic acid methyl ester COC(NC1=NC=CC(=C1)C1=CC(NC(=C1)C1=C(C=CC=C1)C(F)(F)F)=O)=O